C(C)OC(=O)C=1N=C(SC1)C12CCC(CC1)(CC2)NC(=O)OC(C)(C)C 2-(4-((tert-butoxycarbonyl)amino)bicyclo[2.2.2]oct-1-yl)thiazole-4-carboxylic acid ethyl ester